2-{3-[(2-Hydroxyethyl)amino]imidazo[1,2-a]pyridin-2-yl}-1-benzo-furan-5-ol OCCNC1=C(N=C2N1C=CC=C2)C=2OC1=C(C2)C=C(C=C1)O